2-(naphthalene-2-yl)acrylonitrile C1=C(C=CC2=CC=CC=C12)C(C#N)=C